C(CCC)N1N=C(C(=C1C(C)C)O)CCC Butyl-4-hydroxy-3-n-propyl-5-isopropyl-pyrazol